9-Chloro-7-(2-fluoro-phenyl)-6,7-dihydro-5H-benzo[c]pyrimido[4,5-e]azepin ClC=1C=CC2=C(C(NCC3=C2N=CN=C3)C3=C(C=CC=C3)F)C1